C(C)(C)OC=1C=C(C=NC1)C1=C2C=C(C(=CC2=CC2=C1C(OC2)=O)OC)OC 9-(5-isopropoxypyridin-3-yl)-6,7-dimethoxynaphtho[2,3-c]furan-1(3H)-one